3-((6-(4-((((R)-1-(2-chlorophenyl)ethoxy)carbonyl)amino)-3-methylisoxazol-5-yl)pyridin-3-yl)oxy)cyclohexane-1-carboxylic acid ClC1=C(C=CC=C1)[C@@H](C)OC(=O)NC=1C(=NOC1C1=CC=C(C=N1)OC1CC(CCC1)C(=O)O)C